1-(4-(4-(3,8-diazabicyclo[3.2.1]octan-8-yl)-6-morpholino-1,3,5-triazin-2-yl)phenyl)-3-(1-oxo-1,3-dihydroisobenzofuran-5-yl)urea C12CNCC(CC1)N2C2=NC(=NC(=N2)N2CCOCC2)C2=CC=C(C=C2)NC(=O)NC=2C=C1COC(C1=CC2)=O